5-bromo-N,N-dioctyl-pentanamide BrCCCCC(=O)N(CCCCCCCC)CCCCCCCC